1-(4-(7-(8-chloronaphthalen-1-yl)-2-((1-((dimethylamino)methyl)cyclopropyl)methoxyl)-5,6,7,8-tetrahydropyrido[3,4-d]pyrimidin-4-yl)-2-(trifluoromethyl)piperazin-1-yl)prop-2-ene-1-one ClC=1C=CC=C2C=CC=C(C12)N1CC=2N=C(N=C(C2CC1)N1CC(N(CC1)C(C=C)=O)C(F)(F)F)OCC1(CC1)CN(C)C